4-bromo-2-chloro-phenol BrC1=CC(=C(C=C1)O)Cl